C1(=CC=CC=C1)C=1NC=C(N1)C1=C(C(=CC=C1)Cl)Cl 2-phenyl-4-(2,3-dichlorophenyl)imidazole